C(CCCCC)NC(=S)N Hexylthiourea